2-(2-(5-cyclopropyl-3-(2,6-difluorophenyl)isoxazol-4-yl)-7-azaspiro[3.5]non-1-en-7-yl)-4-fluorobenzo[d]thiazole-6-carboxylic acid C1(CC1)C1=C(C(=NO1)C1=C(C=CC=C1F)F)C1=CC2(C1)CCN(CC2)C=2SC1=C(N2)C(=CC(=C1)C(=O)O)F